N[C@@H]1CN(CC[C@H]1F)C1=NC2=C(N1CC(=O)N([C@H](C)C1=NC=CC=C1)C)C=C(C(=C2)F)F 2-(2-((3R,4R)-3-amino-4-fluoropiperidin-1-yl)-5,6-difluoro-1H-benzo[d]imidazol-1-yl)-N-methyl-N-((R)-1-(pyridin-2-yl)ethyl)acetamide